OCCCCCNCC(=O)O 2-(5-hydroxypentylamino)-acetic acid